BrC=1N=C2C(=NC1)N(C=C2C(=O)NCC)COCCC(C)(C)C 2-bromo-5-[(3,3-dimethylbut-oxy)methyl]-N-ethyl-5H-pyrrolo[2,3-b]pyrazine-7-carboxamide